C(C)(C)(C)OC(=O)N(C(OC(C)(C)C)=O)C1=C(C=CC(=C1)[N+](=O)[O-])F tert-Butyl N-tert-butoxycarbonyl-N-(2-fluoro-5-nitro-phenyl)carbamate